3-cyclopropyl-N-(2-methylpropyl)-9-[(4-pyridin-3-yl-1,2,4-triazol-3-yl)amino]-8,9-dihydro-7H-cyclopenta[h]isoquinoline-5-sulfonamide C1(CC1)C=1N=CC=2C3=C(C=C(C2C1)S(=O)(=O)NCC(C)C)CCC3NC3=NN=CN3C=3C=NC=CC3